Cl.C(#N)C=1C=C(C=CC1F)S(=O)(=O)NC=1C(=NC=C(C1)C1=CC=2C3=C(C=NC2C=C1)N(C(C31CCC1)=O)C)OCCCN(C)C 3-Cyano-N-(2-(3-(dimethylamino)propoxy)-5-(3'-methyl-2'-oxo-2',3'-dihydrospiro[cyclobutane-1,1'-pyrrolo[2,3-c]quinolin]-8'-yl)pyridin-3-yl)-4-fluorobenzenesulfonamide hydrochloride